eicosane-1,5-diol C(CCCC(CCCCCCCCCCCCCCC)O)O